4-(azidocarbonyl)phenethyl (4-(trifluoromethoxy)phenyl)carbamate FC(OC1=CC=C(C=C1)NC(OCCC1=CC=C(C=C1)C(=O)N=[N+]=[N-])=O)(F)F